C(C1=CC=CC=C1)N1C[C@@H](CCC1)NC1=NC=C2N=C(N(C2=N1)C1CCC(CC1)C(=O)N)NC1=C(C=C(C=C1Cl)C#N)Cl (1S,4s)-4-(2-((R)-1-benzylpiperidin-3-ylamino)-8-(2,6-dichloro-4-cyanophenylamino)-9H-purin-9-yl)cyclohexanecarboxamide